C(C1=CC=CC=C1)(=O)O[C@H]1[C@@H](O[C@H]([C@@H]([C@H]1OCC1=CC=C(C=C1)OC)OCC1=CC=CC=C1)C)O[C@H]1[C@H](OCC=C)O[C@H]([C@@H]([C@H]1OCC1=CC=CC=C1)OCC1=CC=CC=C1)C Allyl (2-O-benzoyl-4-O-benzyl-3-O-para-methoxybenzyl-α-L-rhamnopyranosyl)-(1→2)-3,4-di-O-benzyl-α-L-rhamnopyranoside